ClC=1N=C2C(=C(C(N(C2=CC1)C)=O)C#N)N1CCN(CC1)CC1=CC(=C(C=C1)C)F 6-chloro-4-{4-[(3-fluoro-4-methylphenyl)methyl]piperazin-1-yl}-1-methyl-2-oxo-1,2-dihydro-1,5-naphthyridine-3-carbonitrile